3,4-dichloro-N-(2'-(4-methylpiperidin-1-yl)-[4,4'-bipyridin]-2-yl)benzamide ClC=1C=C(C(=O)NC2=NC=CC(=C2)C2=CC(=NC=C2)N2CCC(CC2)C)C=CC1Cl